(5,5,8,8-tetramethyl-5,6,7,8-tetrahydronaphthalen-2-yl)-2-propen-1-one oxime CC1(C=2C=CC(=CC2C(CC1)(C)C)C(C=C)=NO)C